(5-((3,4-dihydro-2H-benzo[b][1,4]oxazin-6-yl)sulfonyl)-3,4,5,6-tetrahydropyrrolo[3,4-c]pyrrol-2(1H)-yl)(tetrahydrofuran-3-yl)methanone O1C2=C(NCC1)C=C(C=C2)S(=O)(=O)N2CC1=C(C2)CN(C1)C(=O)C1COCC1